FC12CC(C1)(C2)NC(=O)N[C@@H](C)C2=CC(=CC=C2)OC(F)(F)F 1-(3-fluoro-1-bicyclo[1.1.1]pentanyl)-3-[(1S)-1-[3-(trifluoromethoxy)phenyl]ethyl]urea